tert-butyl (5R)-5-[(methanesulfonyloxy)methyl]-4-azaspiro[2.4]heptane-4-carboxylate CS(=O)(=O)OC[C@@H]1N(C2(CC2)CC1)C(=O)OC(C)(C)C